2-chloro-3-(1-((5-(5-(difluoromethyl)-1,3,4-oxadiazol-2-yl)-3-fluoropyridin-2-yl)methyl)-1H-1,2,3-triazol-4-yl)benzaldehyde ClC1=C(C=O)C=CC=C1C=1N=NN(C1)CC1=NC=C(C=C1F)C=1OC(=NN1)C(F)F